S1C(=NC=C1)C(C(=O)N)CC(=O)N (1,3-thiazol-2-yl)butanediamide